ClC1=CC=C2C(=N1)NC(=C2)C2=CC=C(C=C2)O 4-(6-chloro-1H-pyrrolo[2,3-b]pyridin-2-yl)phenol